O1C=C(C2=C1C=CC=C2)C[C@H](NC(C(NC=2SC1=C(N2)C=CC=C1)=O)=O)B(O)O (R)-(2-(benzofuran-3-yl)-1-(2-oxo-2-((benzo[d]thiazol-2-yl)amino)acetamido)ethyl)boronic acid